tert-butyl 3-(4-(5-chloro-2-formylphenoxy)phenyl)-7,8-dihydro-1,6-naphthyridine-6(5H)-carboxylate ClC=1C=CC(=C(OC2=CC=C(C=C2)C=2C=NC=3CCN(CC3C2)C(=O)OC(C)(C)C)C1)C=O